1-(1-(7,7'-diaza[2,7'-bispiro[3.5]nonan]-2'-yl)piperidin-4-yl)-3-(4-phenoxy-phenyl)-1H-pyrazolo[3,4-d]pyrimidin-4-amine hydrochloride Cl.C1C(CC12CCNCC2)N2CCC1(CC(C1)N1CCC(CC1)N1N=C(C=3C1=NC=NC3N)C3=CC=C(C=C3)OC3=CC=CC=C3)CC2